C(C)OC1=C(C=CC(=C1)F)C=1SC2=C(C1C=1C(N(N=C(C1O)C)C)=O)C=CC(=C2)F 4-[2-(2-ethoxy-4-fluoro-phenyl)-6-fluoro-benzothien-3-yl]-5-hydroxy-2,6-dimethyl-pyridazin-3-one